tert-butyl cis-1-((4H-1,2,4-triazol-4-yl)methyl)-3-methyl-6-azabicyclo[3.1.1]heptane-6-carboxylate N=1N=CN(C1)CC12CC(CC(N1C(=O)OC(C)(C)C)C2)C